FC(C=1C=C(C=NC1N1N=CC=N1)NC(=O)N1C[C@@](C2=C1C=NC=1N2N=C(C1)F)(C(F)(F)F)C)F (S)-N-(5-(difluoromethyl)-6-(2H-1,2,3-triazol-2-yl)pyridin-3-yl)-2-fluoro-8-methyl-8-(trifluoromethyl)-7,8-dihydro-6H-pyrazolo[1,5-a]pyrrolo[2,3-e]pyrimidine-6-carboxamide